4-fluoro-2-methoxy-3-(2-methyl-2H-1,2,3-triazol-4-yl)aniline FC1=C(C(=C(N)C=C1)OC)C1=NN(N=C1)C